oxygen 1,2-Dihydropyrido[2,3-d]pyrimidin N1CN=CC2=C1N=CC=C2.[O]